(4-Hydroxy-3-methoxy-phenyl)-ethyl acetate C(C)(=O)OCCC1=CC(=C(C=C1)O)OC